1-(4-(2,3-dimethylphenyl)-4,7-diazaspiro[2.5]octan-7-yl)ethanone CC1=C(C=CC=C1C)N1C2(CC2)CN(CC1)C(C)=O